aniline carbonate C(O)(O)=O.NC1=CC=CC=C1